(6aR,10aR)-6,6-Dimethyl-3-(2-methyloctan-2-yl)-9-oxo-6a,7,8,9,10,10a-hexahydro-6H-benzo[c]chromen-1-yl (S)-tetrahydrofuran-2-carboxylate O1[C@@H](CCC1)C(=O)OC1=C2[C@H]3[C@H](C(OC2=CC(=C1)C(C)(CCCCCC)C)(C)C)CCC(C3)=O